(2R,4R)-1-(3-chloro-2-fluorobenzyl)-4-((3-fluoro-4-(3-hydroxyoxetan-3-yl)-6-((5-methyl-1H-pyrazol-3-yl)amino)pyridin-2-yl)methyl)-2-methyl-piperidine-4-carboxylic acid ClC=1C(=C(CN2[C@@H](C[C@@](CC2)(C(=O)O)CC2=NC(=CC(=C2F)C2(COC2)O)NC2=NNC(=C2)C)C)C=CC1)F